O1C(=CC=C1)C1=NC=C(C(=N1)NC1=CC=NC2=CC(=C(C=C12)OC1CCN(CC1)C(C=C)=O)OC)OC 1-(4-((4-((2-(furan-2-yl)-5-methoxy-pyrimidin-4-yl)amino)-7-methoxy-quinolin-6-yl)oxy)piperidin-1-yl)prop-2-en-1-one